3-[N-methyl-3-[4-(methylamino)-1-piperidyl]anilino]piperidine-2,6-dione CN(C1=CC(=CC=C1)N1CCC(CC1)NC)C1C(NC(CC1)=O)=O